(S)-ethyl 2-(1-(2-hydroxyethyl)-3-(3-(5-(pentan-3-ylcarbamoyl) oxazol-2-yl) phenyl)-1H-pyrazole-5-carboxamido)-3-methylbutyrate OCCN1N=C(C=C1C(=O)N[C@H](C(=O)OCC)C(C)C)C1=CC(=CC=C1)C=1OC(=CN1)C(NC(CC)CC)=O